C(C1=CC=CC=C1)OP(OCC1=CC=CC=C1)N(C(C)C)C(C)C Dibenzyl-N,N-Diisopropylphosphoramidit